tert-butyl 7-{2-[4-(4-chlorophenyl)-5-(pyridin-4-yl)-1H-imidazol-1-yl]acetamido}-5-oxa-2-azaspiro[3.4]octane-2-carboxylate ClC1=CC=C(C=C1)C=1N=CN(C1C1=CC=NC=C1)CC(=O)NC1COC2(CN(C2)C(=O)OC(C)(C)C)C1